dimethylsilylbis(cyclopentadienyl)(9-fluorenyl)zirconium dichloride [Cl-].[Cl-].C[SiH](C)[Zr](C1C2=CC=CC=C2C=2C=CC=CC12)(C1C=CC=C1)C1C=CC=C1